OC(C1C(CCC1)=O)C1=C(C=CC=C1)C(F)(F)F 2-(hydroxy(2-(trifluoromethyl)phenyl)methyl)cyclopentan-1-one